Cl/C(/C(=O)OCC(CCCC)C)=C(/C(=O)OCC(CCCC)C)\Cl di(2-methylhexyl) 2,3-dichloromaleate